CC(C)[NH2+]CCC (propan-2-yl)propylazanium